C(CCCCCCCCC)N(C(CCCCCCCN(C(=O)Cl)CCCCCCCC(N(CCCCCCCCCC)CCCCCCCCCC)=O)=O)CCCCCCCCCC bis(8-(didecylamino)-8-oxooctyl)carbamic chloride